CC1=CC=C(O1)CC1=C(C(=O)N)C=CC=C1NC=1N=NC(=CC1)C1CCN(CC1)C [(5-methylfuran-2-yl)methyl]-3-{[6-(1-methylpiperidin-4-yl)pyridazin-3-yl]amino}benzamide